3-(6-(((3R,4S)-1-(5-chloro-4-((1-methyl-2-oxoindolin-5-yl)amino)pyrimidin-2-yl)-3-(hydroxymethyl)piperidin-4-yl)amino)-1-methyl-1H-indazol-3-yl)piperidine-2,6-dione ClC=1C(=NC(=NC1)N1C[C@H]([C@H](CC1)NC1=CC=C2C(=NN(C2=C1)C)C1C(NC(CC1)=O)=O)CO)NC=1C=C2CC(N(C2=CC1)C)=O